OC(COC1=CC=C(C=C1)C=1C(=[N+](C=CC1)[O-])N1C=CC2=C1N=CNC2=O)(C)C 4-(2-hydroxy-2-methylpropoxy)phenyl-4-oxo-3,4-dihydro-7H-pyrrolo[2,3-d]pyrimidin-7-yl-pyridine-1-oxide